4-amino-N-(1-((6-(dimethylamino)pyridin-3-yl)amino)-6-methylisoquinolin-5-yl)quinazoline-8-carboxamide NC1=NC=NC2=C(C=CC=C12)C(=O)NC1=C2C=CN=C(C2=CC=C1C)NC=1C=NC(=CC1)N(C)C